1-[(1R)-1-[bis(1,1-dimethylethyl)phosphino]ethyl]-2-[bis[4-(tri-fluoromethyl)phenyl]phosphino]ferrocene CC(C)(C)P([C@H](C)[C-]1C(=CC=C1)P(C1=CC=C(C=C1)C(F)(F)F)C1=CC=C(C=C1)C(F)(F)F)C(C)(C)C.[CH-]1C=CC=C1.[Fe+2]